C(CCCCCCC\C=C/C\C=C/C\C=C/CC)(=O)N[C@@H](CO)C(=O)O N-α-linolenoyl-serine